(S)-N-(chroman-4-yl)-3-((4-(5-(pyridin-4-yl)-4H-1,2,4-triazol-3-yl)piperidin-4-yl)amino)benzamide O1CC[C@@H](C2=CC=CC=C12)NC(C1=CC(=CC=C1)NC1(CCNCC1)C1=NN=C(N1)C1=CC=NC=C1)=O